CC(=CCCC)S(=O)(=O)O 1-methylpentensulfonic acid